4-(4-(1,5-dimethyl-1H-indol-3-yl)-7H-pyrrolo[2,3-d]pyrimidin-2-yl)-N1-(2-(dimethylamino)ethyl)-N1-methyl-2-nitrobenzene-1,4-diamine CN1C=C(C2=CC(=CC=C12)C)C=1C2=C(N=C(N1)C1(CC(=C(C=C1)N(C)CCN(C)C)[N+](=O)[O-])N)NC=C2